monoethoxyaluminum C(C)O[Al]